[2H][C@@]1([C@]([C@](OC([C@]1([2H])O)([2H])O)([2H])C([2H])([2H])O)([2H])O)O dextrose-C-D7